CC1=C(C=CC(=C1)[N+](=O)[O-])C(F)(F)F 2-methyl-4-nitro-1-(trifluoromethyl)benzene